2-((3,4-dichlorophenyl)((5-fluoro-4-methylpyrimidin-2-yl)amino)methyl)-5-methyl-1H-imidazole-4-sulfonamide ClC=1C=C(C=CC1Cl)C(C=1NC(=C(N1)S(=O)(=O)N)C)NC1=NC=C(C(=N1)C)F